COC(=O)N1C(=NC2=CC(=CC=C2C1=O)Cl)NC1=CC(=CC(=C1)Cl)Cl methyl-7-Chloro-2-((3,5-dichlorophenyl)amino)-4-oxoquinazoline-3(4H)-carboxylate